tert-butyl (2R,5S)-4-(6-cyano-7-(cyclohex-1-en-1-yl)-1-(2-isopropyl-4-methylpyridin-3-yl)-2-oxo-1,2-dihydropyrido[2,3-d]pyrimidin-4-yl)-2,5-dimethylpiperazine-1-carboxylate C(#N)C1=CC2=C(N(C(N=C2N2C[C@H](N(C[C@@H]2C)C(=O)OC(C)(C)C)C)=O)C=2C(=NC=CC2C)C(C)C)N=C1C1=CCCCC1